FC1=C(C=CC=C1)C#CC1=CC=C(C(=O)NCC2OCCCC2)C=C1 4-((2-fluorophenyl)ethynyl)-N-((tetrahydro-2H-pyran-2-yl)methyl)benzamide